OC(CN1CCNCC1)CO 2,3-dihydroxypropylpiperazine